9-chloronaphtho[1',2':4,5]furo[2,3-b]pyrazine ClC1=CN=C2C(=N1)OC1=C2C=2C=CC=CC2C=C1